2-(4,7-Dichloro-6-(4-((4-(2-hydroxyethyl)piperidin-1-yl)methyl)phenyl)-2H-indazol-2-yl)-2-((R)-6-fluoro-6,7-dihydro-5H-pyrrolo[1,2-c]imidazol-1-yl)-N-(thiazol-2-yl)acetamide ClC=1C2=CN(N=C2C(=C(C1)C1=CC=C(C=C1)CN1CCC(CC1)CCO)Cl)C(C(=O)NC=1SC=CN1)C1=C2N(C=N1)C[C@@H](C2)F